2,2-dimethyl-1,3-dithia-2-silacyclopentane C[Si]1(SCCS1)C